OC(C)(C)C1=CC=C(N=N1)C1=CC=C(CC2=CC=C(C=C2)N2N=C(C=C2C)C(=O)N)C=C1 1-(4-(4-(6-(2-hydroxypropane-2-yl)pyridazin-3-yl)benzyl)phenyl)-5-methyl-1H-pyrazole-3-carboxamide